N-{5-bromo-2-[(2-chloro-5-fluorophenyl)amino]pyridin-3-yl}-3-fluoro-5-(trifluoromethyl)benzamide BrC=1C=C(C(=NC1)NC1=C(C=CC(=C1)F)Cl)NC(C1=CC(=CC(=C1)C(F)(F)F)F)=O